3-Amino-3-methylpyrrolidine-1-carboxylate NC1(CN(CC1)C(=O)[O-])C